C(C)(C)(C)OC(NCC(CN)(C)C)=O N-(3-amino-2,2-dimethyl-propyl)carbamic acid tert-butyl ester